ClC1=C(NC2=CC=C(C=C12)CNC(=O)N1CC2(OC3=C(C(C2)=O)C=CC=C3)C1)C N-[(3-chloro-2-methyl-1H-indol-5-yl)methyl]-4'-oxo-3',4'-dihydrospiro[azetidine-3,2'-[1]benzopyran]-1-carboxamide